C(CCOC1=CC2=C([Se]C(=C2)C(CC(C(=O)O)CC)=O)C=C1OC)OC1=CC2=C([Se]C(=C2)C(CC(C(=O)O)CC)=O)C=C1OC 4,4'-((propane-1,3-diylbis(oxy))bis(6-methoxybenzo[b]selenophen-5,2-diyl))bis(2-ethyl-4-oxobutanoic acid)